9-Acridineformyl chloride C1=CC=CC2=NC3=CC=CC=C3C(=C12)C(=O)Cl